ClC1=CC=C2CC3(CCN(CC3)C3=NC=C(N=C3)C3=C(C4=C(CCO4)C=C3)Cl)[C@@H](C2=C1)N (S)-6-chloro-1'-(5-(7-chloro-2,3-dihydrobenzofuran-6-yl)pyrazin-2-yl)-1,3-dihydrospiro[indene-2,4'-piperidin]-1-amine